CC1(C(=NN(C1)S(=O)(=O)C1=CC=C(C=C1)F)C1=CC=C(C=C1)F)C1=CC=CC=C1 methyl-3-(4-fluorophenyl)-N-((4-fluorophenyl)sulfonyl)-4-phenyl-4,5-dihydro-1H-pyrazole